C(O)CN.C(CCCC)(=O)C1=C(C(=O)O)C=CC=C1 2-(alpha-n-pentanonyl)benzoic acid ethanolamine salt